4-(8-((1S,2R)-2-fluorocyclopropane-1-carbonyl)-3,8-diazabicyclo[3.2.1]oct-3-yl)-2-(1-methyl-1H-pyrazol-4-yl)-1H-pyrrolo[2,3-b]pyridine-3-carbonitrile F[C@H]1[C@@H](C1)C(=O)N1C2CN(CC1CC2)C2=C1C(=NC=C2)NC(=C1C#N)C=1C=NN(C1)C